7-methoxy-2-methyl-6-morpholino-pyrido[2,3-d]pyrimidin-4(3H)-one COC=1C(=CC2=C(N=C(NC2=O)C)N1)N1CCOCC1